(±)-2-amino-1-butanol N[C@@H](CO)CC |r|